C(C)(C)(C)OC(=O)N1CC2(CCC(C1)C2)CC(=O)O 2-(3-(tert-butoxycarbonyl)-3-azabicyclo[3.2.1]octane-1-yl)acetic acid